4-(1-((6-((6-azaspiro[3.4]octan-6-yl)methyl)imidazo[1,2-a]pyridin-2-yl)methyl)-1H-1,2,3-triazol-4-yl)-6-(methylthio)-1-(tetrahydro-2H-pyran-2-yl)-1H-indazole C1CCC12CN(CC2)CC=2C=CC=1N(C2)C=C(N1)CN1N=NC(=C1)C1=C2C=NN(C2=CC(=C1)SC)C1OCCCC1